CO\N=C\1/C(N(CC1)C(=O)C1=CC=C(C=C1)C1=C(C=CC=C1)C)CO (3Z,5S)-(hydroxymethyl)-1-[(2'-methyl-1,1'-biphenyl-4-yl)carbonyl]pyrrolidin-3-one O-methyloxime